CC1=C(C=CC=C1COC1=C(C=O)C=CC=C1)C1=CC=CC=C1 ((2-methyl-[1,1'-biphenyl]-3-yl)methoxy)benzaldehyde